N-[[2-hydroxy-3-(trifluoromethyl)phenyl]methyl]-2-methyl-propane-2-sulfinamide OC1=C(C=CC=C1C(F)(F)F)CNS(=O)C(C)(C)C